OCC(=C)C1=CC=CC=C1 α-hydroxymethylstyrene